C(\C=C\C(=O)O)(=O)O.CC(C)NCCS(=O)(=O)C methyl-N-(2-methylsulfonylethyl)ethanamine fumarate